5-{2-amino-[1,2,4]triazolo[1,5-a]pyridin-7-yl}-N-{[2-(cyclopentyloxy)pyridin-3-yl]methyl}-2-methoxy-6-methylpyridine-3-carboxamide NC1=NN2C(C=C(C=C2)C=2C=C(C(=NC2C)OC)C(=O)NCC=2C(=NC=CC2)OC2CCCC2)=N1